FC(C(=O)O)(F)F.ClC1=CC=C(C[C@@H]2N(C[C@H]3N(C2)CCC3)C3CCN(CC3)C3=NC=CC=C3)C=C1 (3S,8aS)-3-(4-chlorobenzyl)-2-(1-(pyridin-2-yl)piperidin-4-yl)octahydropyrrolo[1,2-a]pyrazine 2,2,2-trifluoroacetate